N-(6-(difluoromethyl)pyridin-3-yl)-4-(pyrrolidin-1-yl)-6-(thiazol-5-yl)picolinamide FC(C1=CC=C(C=N1)NC(C1=NC(=CC(=C1)N1CCCC1)C1=CN=CS1)=O)F